(1s,2s,5r)-1-hydroxy-N-[2-(4-hydroxyphenyl)-2-oxo-ethyl]-2-isopropyl-5-methyl-cyclohexanecarboxamide O[C@@]1([C@@H](CC[C@H](C1)C)C(C)C)C(=O)NCC(=O)C1=CC=C(C=C1)O